6-chloro-2,4-dinitroaniline hydrochloride Cl.ClC1=CC(=CC(=C1N)[N+](=O)[O-])[N+](=O)[O-]